3-(5-(1-(3-((tert-butyldimethylsilyl)oxy)propyl)-7-(pyrrolidin-1-ylmethyl)-1H-pyrrolo[3,2-b]pyridin-5-yl)-1-oxoisoindolin-2-yl)piperidine-2,6-dione [Si](C)(C)(C(C)(C)C)OCCCN1C=CC2=NC(=CC(=C21)CN2CCCC2)C=2C=C1CN(C(C1=CC2)=O)C2C(NC(CC2)=O)=O